2-(1H-benzo[d][1,2,3]triazol-6-yl)-6-(methyl(piperidin-4-yl)amino)pyrido[3,4-d]pyrimidin-4(3H)-one N1N=NC2=C1C=C(C=C2)C=2NC(C1=C(N2)C=NC(=C1)N(C1CCNCC1)C)=O